ClC=1SC2=C(N1)C(=CC(=C2)OCCO)C(C(C)(C)C)O 1-(2-chloro-6-(2-hydroxyethoxy)benzo[d]thiazol-4-yl)-2,2-dimethylpropan-1-ol